2-chloro-5-(2,6-difluorophenyl)-4-(3,5-dimethoxyphenyl)-6-methylpyrimidine ClC1=NC(=C(C(=N1)C1=CC(=CC(=C1)OC)OC)C1=C(C=CC=C1F)F)C